3-[4-[3-[4-[(3R,5R)-5-[(1,5-dimethyl-6-oxo-pyridazin-4-yl)amino]-1-methyl-3-piperidyl]benzoyl]-3,9-diazaspiro[5.5]undecan-9-yl]-3-fluoro-2-methyl-phenyl]piperidine-2,6-dione CN1N=CC(=C(C1=O)C)N[C@@H]1C[C@@H](CN(C1)C)C1=CC=C(C(=O)N2CCC3(CC2)CCN(CC3)C3=C(C(=C(C=C3)C3C(NC(CC3)=O)=O)C)F)C=C1